(S)-3-Fluoro-9-((S)-2-hydroxypropyl)-2-((R)-3-methylmorpholin-4-yl)-8-trifluoromethyl-6,7,8,9-tetrahydro-pyrimido[1,2-a]-pyrimidin-4-one FC1=C(N=C2N(C1=O)CC[C@H](N2C[C@H](C)O)C(F)(F)F)N2[C@@H](COCC2)C